CC1=C(C=CC(=C1)C)C(\C=C\C1=CC(=C(C=C1)OC)O)=O (E)-1-(2,4-Dimethylphenyl)-3-(3-hydroxy-4-methoxyphenyl)prop-2-en-1-one